CC=1C=C(C=C(C1)C)C1=CC=C(C=C1)C1=C2C3=C(C=CC2=CC2=CC=C4C=CC(=CC4=C12)O)C=CC(=C3)O 14-(3',5'-Dimethyl-[1,1'-biphenyl]-4-yl)benzo[m]tetraphene-2,12-diol